C(C1=CC=CC=C1)OC=1C=C2C=C(N(C2=CC1)C1=CC(=C(C=C1)F)C)C1CCOCC1 5-(benzyloxy)-1-(4-fluoro-3-methylphenyl)-2-(tetrahydro-2H-pyran-4-yl)-1H-indole